4-(5-((1-(4-Cyanophenyl)-2-methyl-1-oxopropan-2-yl)thio)-1H-tetrazol-1-yl)benzoic acid C(#N)C1=CC=C(C=C1)C(C(C)(C)SC1=NN=NN1C1=CC=C(C(=O)O)C=C1)=O